4-(tert-butyl) piperazine-1,4-dicarboxylate N1(CCN(CC1)C(=O)OC(C)(C)C)C(=O)[O-]